N-(3-METHYLIMIDAZO[1,5-A]PYRIDIN-5-YL)-6-(4-(TRIFLUOROMETHYL)-1H-PYRAZOL-1-YL)PYRIDINE-3-SULFONAMIDE CC1=NC=C2N1C(=CC=C2)NS(=O)(=O)C=2C=NC(=CC2)N2N=CC(=C2)C(F)(F)F